CN1C([C@H](CC1)NCC1=CC=C(C=C1)NC(OCC1=CC=C(C=C1)Cl)=O)=O 4-chlorobenzyl (S)-(4-(((1-methyl-2-oxopyrrolidin-3-yl)amino)meth-yl)phenyl)carbamate